5-(5-methyl-1H-pyrazol-4-yl)-N-(4-((methyl-amino)methyl)pyridin-2-yl)thiazolo[5,4-b]-pyridin-2-amine CC1=C(C=NN1)C1=CC=C2C(=N1)SC(=N2)NC2=NC=CC(=C2)CNC